5-bromo-2-(3,3-dimethylbutoxy)pyridine BrC=1C=CC(=NC1)OCCC(C)(C)C